1-(2-chloro-4-methylpyrimidin-5-yl)ethanol ClC1=NC=C(C(=N1)C)C(C)O